C(C1=CC=CC=C1)OC1=NC=CC=C1B(O)O 2-benzyloxypyridine-3-boronic acid